COC1=CC=C(CN2C(C3=CC=CC=4C3=C(C2=C=O)C=CC4N4C(=C(C=C4)C(=O)OCC)C(F)(F)F)=C=O)C=C1 ethyl 1-(2-(4-methoxybenzyl)-1,3-dicarbonyl-2,3-dihydro-1H-benzo[de]isoquinolin-6-yl)-2-(trifluoromethyl)-1H-pyrrol-3-carboxylate